(11R)-11-Oct-7-enyl-2,2-dioxo-6-(2-vinylphenyl)-9-oxa-2λ6-thia-3,5,12,19-tetrazatricyclo[12.3.1.14,8]nonadeca-1(18),4,6,8(19),14,16-hexaen-13-one C(CCCCCC=C)[C@@H]1COC=2C=C(N=C(NS(C=3C=CC=C(C(N1)=O)C3)(=O)=O)N2)C2=C(C=CC=C2)C=C